N-[(5-Chlorothiophen-2-yl)methyl]-1-(2-methoxybenzoyl)-3-(piperidin-3-yl)-1H-pyrazol-5-amin ClC1=CC=C(S1)CNC1=CC(=NN1C(C1=C(C=CC=C1)OC)=O)C1CNCCC1